C(C)(C)(C)OC(=O)N1CC2=C(NC=3C=CC(=CC23)OC)CC1 8-Methoxy-1,3,4,5-tetrahydropyrido[4,3-b]indole-2-carboxylic acid tert-butyl ester